C1(CC1)N1N=C(C(=C1)C1=NC=NC2=CC(=C(C=C12)C(=C)OCC)OCC)C1=CC=CC=C1 4-(1-cyclopropyl-3-phenyl-1H-pyrazol-4-yl)-7-ethoxy-6-(1-ethoxyvinyl)quinazoline